C1(CCCCC1)NC=1C2=C(N=C(C1)NC1=C(C=C(C=C1)S(=O)(=O)N1CCC(CC1)N1CCOCC1)OC)NC=C2C(F)(F)F N4-cyclohexyl-N6-(2-methoxy-4-((4-morpholinopiperidin-1-yl)sulfonyl)phenyl)-3-(trifluoromethyl)-1H-pyrrolo[2,3-b]pyridine-4,6-diamine